2-methoxy-ethyl (E)-4-[4-(3-chloro-10,11-dihydro-dibenzo[b,f]azepin-5-yl)-butylamino]-but-2-enoate ClC=1C=CC2=C(N(C3=C(CC2)C=CC=C3)CCCCNC/C=C/C(=O)OCCOC)C1